2,5-bis((9Z,12Z)-octadeca-9,12-dien-1-yloxy)benzyl-3-(dimethylamino)propanoate C(CCCCCCC\C=C/C\C=C/CCCCC)OC1=C(COC(CCN(C)C)=O)C=C(C=C1)OCCCCCCCC\C=C/C\C=C/CCCCC